2-((pyridin-2-ylamino)(pyrimidin-5-yl)methoxy)ethanol N1=C(C=CC=C1)NC(OCCO)C=1C=NC=NC1